(3,3-difluoroazetidin-1-yl)-[5-(2-fluorophenyl)-6,7-dihydro-5H-pyrrolo[1,2-b][1,2,4]triazol-2-yl]methanone FC1(CN(C1)C(=O)C=1N=C2N(N1)C(CC2)C2=C(C=CC=C2)F)F